ClC1=C(C(=O)NC(C(=O)O)CC2=CC=C(C=C2)OCCCC2NC3=NC=CC=C3CC2)C(=CC=C1)Cl 2-(2,6-dichlorobenzamido)-3-(4-(3-(1,2,3,4-tetrahydro-1,8-naphthyridin-2-yl)propoxy)phenyl)propanoic acid